methylene bis-phosphorodithioate P(OCOP([O-])(=S)[S-])([O-])(=S)[S-]